FC(S(=O)(=O)OC1=C(C(=CC2=CC=C(C(=C12)C#C[Si](C(C)C)(C(C)C)C(C)C)F)O[Si](C(C)C)(C(C)C)C(C)C)F)(F)F 2,7-difluoro-8-((triisopropylsilyl)ethynyl)-3-((triisopropylsilyl)oxy)naphthalen-1-yl trifluoromethanesulfonate